di-tert-butyl (2,6-dicyanophenyl)-2-imidodicarbonate C(#N)C1=C(C(=CC=C1)C#N)N(C(=O)OC(C)(C)C)C(=O)OC(C)(C)C